NC1=NC=2C(=CC=CC2C=2N1C=C(N2)C(=O)N2CCC1(CCCN(C1)C(C)=O)CC2)F 1-(9-(5-amino-7-fluoroimidazo[1,2-c]quinazoline-2-carbonyl)-2,9-diazaspiro[5.5]undecan-2-yl)ethan-1-one